tert-butyl (R)-(1-(5-((4-(4-morpholino-7-((2-(trimethylsilyl)ethoxy)methyl)-7H-pyrrolo[2,3-d]pyrimidin-6-yl)phenyl)amino)pyrimidin-2-yl)pyrrolidin-3-yl)carbamate O1CCN(CC1)C=1C2=C(N=CN1)N(C(=C2)C2=CC=C(C=C2)NC=2C=NC(=NC2)N2C[C@@H](CC2)NC(OC(C)(C)C)=O)COCC[Si](C)(C)C